NC1=CC=C(C=N1)N1[C@H](CN(CC1)C(=O)OC(C)(C)C)C (S)-tert-butyl 4-(6-aminopyridin-3-yl)-3-methylpiperazine-1-carboxylate